FC=1N=C(SC1CN1[C@H](C[C@H](C1)OC1=NC=CC=2N1C=CN2)C)NC(C)=O N-(4-fluoro-5-(((2S,4R)-4-(imidazo[1,2-c]pyrimidin-5-yloxy)-2-methylpyrrolidin-1-yl)methyl)thiazol-2-yl)acetamide